(-)-1-(4-fluoro-phenyl)-3-[(3S*,4R*)-4-(6-methoxypyridin-3-yl)-2-oxo-pyrrolidin-3-yl]urea FC1=CC=C(C=C1)NC(=O)N[C@@H]1C(NC[C@H]1C=1C=NC(=CC1)OC)=O |o1:11,15|